butyl-[2-[4-[6-chloro-3-(1-tetrahydropyran-2-ylpyrazol-4-yl)indol-1-yl]triazol-1-yl]ethoxy]-dimethyl-silane C(CCC)[Si](C)(C)OCCN1N=NC(=C1)N1C=C(C2=CC=C(C=C12)Cl)C=1C=NN(C1)C1OCCCC1